O1[C@H](C1)C(C(C(C=C)O)CCC1=CC=CC=C1)O 1-((R)-oxiran-2-yl)-2-phenethylpent-4-ene-1,3-diol